6-chloro-3-(3-cyclopropyl-2-fluorophenoxy)-N-[2-(2,4-dimethylphenyl)-2,2-difluoroethyl]-5-methylpyridazine-4-carboxamide ClC1=C(C(=C(N=N1)OC1=C(C(=CC=C1)C1CC1)F)C(=O)NCC(F)(F)C1=C(C=C(C=C1)C)C)C